C(C1=CC=CC=C1)OC[C@]12[C@H](N(CC(C1)C(C)(C)O[Si](C)(C)C(C)(C)C)C)CCC2 (4aS,7aR)-4a-[(benzyloxy)methyl]-3-{2-[(tert-butyldimethylsilyl)oxy]propan-2-yl}-1-methyl-octahydro-1H-cyclopenta[b]pyridine